(R)-6-(3-(3,5-difluorophenyl)isoxazolidin-2-yl)-N-(3-(4-methylpiperazin-1-yl)-5-(methylsulfonyl)phenyl)pyrimidin-4-amine FC=1C=C(C=C(C1)F)[C@@H]1N(OCC1)C1=CC(=NC=N1)NC1=CC(=CC(=C1)S(=O)(=O)C)N1CCN(CC1)C